methyl (((1r,3r)-3-((5-(5-(4-acetamido-3,3-difluoropiperidin-1-yl)-1,3,4-thiadiazol-2-yl)-2-(3-cyanopyrrolo[1,2-b]pyridazin-7-yl)pyridin-4-yl)amino) cyclobutyl) methyl)carbamate C(C)(=O)NC1C(CN(CC1)C1=NN=C(S1)C=1C(=CC(=NC1)C1=CC=C2N1N=CC(=C2)C#N)NC2CC(C2)CNC(OC)=O)(F)F